6-methoxy-N-(4-methylphenyl)-2-(3-methyl-2-pyridyl)-5-(trifluoromethyl)-4-pyrimidinamine COC1=C(C(=NC(=N1)C1=NC=CC=C1C)NC1=CC=C(C=C1)C)C(F)(F)F